C(CC(C)C)OC(=O)NCC1=C(N=NN1C)C1=CC=C(O[C@@H]2C[C@H](CCC2)C(=O)O)C=C1 |r| (±)-(Trans)-3-(4-(5-((((Isopentyloxy)Carbonyl)Amino)Methyl)-1-Methyl-1H-1,2,3-Triazol-4-yl)Phenoxy)Cyclohexane-1-Carboxylic Acid